COC1=CC(=CC2=C1C(=NO2)NS(=O)(=O)C2=C(C=CC(=C2)C)OC)CN2N=CC(=C2)CNC(OC)=O methyl ((1-((4-methoxy-3-((2-methoxy-5-methylphenyl)sulfonamido)benzo[d]isoxazol-6-yl)methyl)-1H-pyrazol-4-yl)methyl)carbamate